3'-(dimethylphosphoryl)-[1,1'-biphenyl]-2-carbonitrile CP(=O)(C)C=1C=C(C=CC1)C=1C(=CC=CC1)C#N